1-(tert-butyl) 2-methyl (2S,4R)-4-((methylsulfonyl)oxy)pyrrolidine-1,2-dicarboxylate CS(=O)(=O)O[C@@H]1C[C@H](N(C1)C(=O)OC(C)(C)C)C(=O)OC